BrC=1C=CN(N1)C1=NC=CC=C1Cl 5-BROMo-2-(3-CHLORoPYRIDIN-2-YL)-2H-PYRAZOL